COC=1C(OC(=CC1N[C@H](COC)CC)C(=O)NC=1SC(=NN1)N1N=CC=C1C)=O (S)-3-methoxy-4-((1-methoxybutan-2-yl)amino)-N-(5-(5-methyl-1H-pyrazol-1-yl)-1,3,4-thiadiazol-2-yl)-2-oxo-2H-pyran-6-carboxamide